C(C1=CC(C(=O)OCCCCCCC(C)C)=CC=C1)(=O)OCCC(C)C (isopentyl) (isononyl) isophthalate